FC1=C(C=CC(=C1)[N+](=O)[O-])N1CCC(CC1)C(=O)OC(C)(C)C tert-butyl 1-(2-fluoro-4-nitro-phenyl)piperidine-4-carboxylate